7-((4-(2,6-Dimethylmorpholino)phenyl)amino)-4-methyl-2H-benzo[b][1,4]oxazin-3(4H)-one CC1OC(CN(C1)C1=CC=C(C=C1)NC=1C=CC2=C(OCC(N2C)=O)C1)C